C1(CC1)C#C[C@@]1(NC(NC2=CC(=C(C=C12)F)CN1N=C(C=C1)OC(F)F)=O)C(C)(F)F (S)-4-(cyclopropylethynyl)-4-(1,1-difluoroethyl)-7-((3-(difluoromethoxy)-1H-pyrazol-1-yl)methyl)-6-fluoro-3,4-dihydroquinazolin-2(1H)-one